[(2S,3S,4S)-3-ethyl-4-fluoro-5-oxo-pyrrolidin-2-yl]methoxyl-7-methoxy-isoquinoline-6-carboxylic acid C(C)[C@H]1[C@H](NC([C@H]1F)=O)COC1=NC=CC2=CC(=C(C=C12)OC)C(=O)O